C1(CCCCC1)C1SC2=C(N1)C=CC=C2 cyclohexyl-2,3-Dihydrobenzo[d]thiazole